F\C(\C(=O)NC=1C(=NC(=CC1C)OC)C)=C/C1=CC=C2C=NNC2=C1F (2Z)-2-Fluoro-3-(7-fluoro-1H-indazol-6-yl)-N-(6-methoxy-2,4-dimethylpyridin-3-yl)prop-2-enamide